BrC(COC(=O)NC1=NC(=NC=C1)C1=NN(C(=C1)C1=NOC=C1)CC1=C(C=CC=C1)F)C(F)(F)F (2-(1-(2-fluorobenzyl)-5-(isoxazol-3-yl)-1H-pyrazol-3-yl)pyrimidin-4-yl)aminoFormic acid 2-bromo-3,3,3-trifluoropropyl ester